2-(3-(2-(2-aminoethoxy)ethoxy)propanamido)-N-(6-methylpyridin-3-yl)benzamide NCCOCCOCCC(=O)NC1=C(C(=O)NC=2C=NC(=CC2)C)C=CC=C1